FC1=CC=C2C3=C(NC2=C1)C(=NC=C3)C(=O)NCC3CSCC3 7-Fluoro-N-((tetrahydrothiophen-3-yl)methyl)-9H-pyrido[3,4-b]indole-1-carboxamide